CN(CCOC=1C=C(C=C2C(C3=C(N(C12)C)CN1C(C2=C(C=C13)[C@@](C(OC2)=O)(O)CC)=O)=O)F)C (S)-10-(2-(dimethylamino)ethoxy)-4-ethyl-8-fluoro-4-hydroxy-11-methyl-1,12-dihydro-14H-pyrano[3',4':6,7]indolizino[2,1-b]quinoline-3,6,14(4H,11H)-trione